5-(aminomethyl)thiophene NCC1=CC=CS1